2-(furan-2-ylmethylene)-1H-indene-1,3(2H)-dione O1C(=CC=C1)C=C1C(C2=CC=CC=C2C1=O)=O